5-(2-bromo-3,4-dihydroxy-6-(3-methylbuta-1,3-dien-2-yl)benzyl)-3-bromobenzene-1,2-diol BrC1=C(CC2=CC(=C(C(=C2)O)O)Br)C(=CC(=C1O)O)C(=C)C(=C)C